ethyl 2-((5-(pyridin-3-yl)isoxazol-3-yl)methyl)oxazole-4-carboxylate N1=CC(=CC=C1)C1=CC(=NO1)CC=1OC=C(N1)C(=O)OCC